FC1=CC=CC(=N1)CN(CCCCCNC(OC(C)(C)C)=O)CC1=CN(C2=CC=CC=C12)S(=O)(=O)C1=CC=CC=C1 tert-butyl 5-(((6-fluoropyridin-2-yl) methyl) ((1-(phenylsulfonyl)-1H-indol-3-yl)methyl)amino)pentylcarbamate